4-α-hydroxyisopropylphenyl 3-α-hydroxyisopropylbenzoate OC(C)(C)C=1C=C(C(=O)OC2=CC=C(C=C2)C(C)(C)O)C=CC1